N6-(L-1,3-Dicarboxypropyl)-L-lysine C(=O)(O)[C@H](CCC(=O)O)NCCCC[C@H](N)C(=O)O